OCC1(CCC1)NC(=O)C1=CN(CN1CCCCC)C(C)(C)C N-(1-(hydroxymethyl)cyclobutyl)-3-tert-butyl-1-N-pentyl-1H-imidazole-5-carboxamide